BrC=1C=CC(=C(OCC2OC2)C1)C 2-((5-bromo-2-methylphenoxy)methyl)oxirane